C(C)(C)(C)OC(CCC1(NC(NC1=O)=O)C1(CC1)C)=O 3-(4-(1-Methylcyclopropyl)-2,5-dioxoimidazolin-4-yl)propionic acid tert-butyl ester